2-(dibutylaminomethyldiethoxysilyl)styrene C(CCC)N(CCCC)C[Si](C1=C(C=C)C=CC=C1)(OCC)OCC